CN(S(=O)(=O)C)C=1C(=NC=CN1)CNC1=NC(=NC=C1C(F)(F)F)NC1=CC=C(C(=O)OC(C)(C)C)C=C1 Tert-butyl 4-((4-(((3-(N-methylmethylsulfonamido)pyrazin-2-yl)methyl)amino)-5-(trifluoromethyl)pyrimidin-2-yl)amino)benzoate